2,4-diamino-6-(1-(2,4-dimethoxyphenyl)-1H-1,2,3-triazole-4-yl)quinazoline NC1=NC2=CC=C(C=C2C(=N1)N)C=1N=NN(C1)C1=C(C=C(C=C1)OC)OC